C(CCC)C1N(CCCC1)CC Butyl-Ethylpiperidine